1,4-dimethyl-3,5,8-trioxabicyclo[2.2.2]Octane CC12COC(OC1)(OC2)C